C(=O)(O)C(COCCC1=CC=C(C=C1)OCC)N1CCN(CCN(CCN(CC1)CC(=O)[O-])CC(=O)[O-])CC(=O)[O-] 2,2',2''-(10-{1-carboxy-2-[2-(4-ethoxyphenyl)ethoxy]ethyl}-10,4,7,1-tetraazacyclododecane-1,4,7-triyl)triacetate